2-(3-cyclopropylphenoxy)-1-(1H-imidazol-2-yl)ethanone C1(CC1)C=1C=C(OCC(=O)C=2NC=CN2)C=CC1